BrC1=CC=CC=2N(C(NC21)=O)[C@H]2CC[C@H](CC2)C(=O)NC2=CC(=C(C=C2)F)OC (cis)-4-(4-bromo-2-oxo-2,3-dihydro-1H-1,3-benzodiazol-1-yl)-N-(4-fluoro-3-methoxyphenyl)cyclohexane-1-carboxamide